N-(4-{[(4,6-dimethyl-2-pyridinyl)amino]sulfonyl}phenyl)-2-furylamide CC1=CC(=NC(=C1)C)NS(=O)(=O)C1=CC=C(C=C1)[N-]C=1OC=CC1